ClC1=CC=C2SC=3C=CC=CC3N3C2=C1C(CC3)N3C=NC=C3 4-chloro-3-imidazol-1-yl-2,3-dihydro-1H-pyrido[3,2,1-kl]phenothiazine